C(C)(C)(C)OC(=O)N1[C@H]2CC(C[C@@H]1CC2)NC(=O)OCC(Cl)(Cl)Cl.N2=CC=C(C=C2)C2CNCCO2 2-(pyridin-4-yl)morpholine Tert-butyl-(1R,3S,5S)-3-[[(2,2,2-trichloroethoxy)carbonyl]amino]-8-azabicyclo[3.2.1]octane-8-carboxylate